cyclohexyl-methyl-(dimethoxy)silane C1(CCCCC1)[Si](OC)(OC)C